CNC(=O)CN1C[C@@H]([C@H](CC1)NC(=O)C1=CC(=CC=2N(C=NC21)CC(F)(F)F)C#CCNC=2C(OC)=CC(=C(C2)S(=O)(=O)C)F)C N-{(3S,4S)-1-[(N-methylcarbamoyl)methyl]-3-methyl-4-piperidyl}-6-[3-(5-fluoro-4-mesyl-2-anisidino)-1-propynyl]-1-(2,2,2-trifluoroethyl)-1H-1,3-benzimidazole-4-carboxamide